N1=CNC(C2=C1C=CO2)=O furo[3,2-d]pyrimidin-4(3H)-one